CC1=CC=C(C=C1)S(=O)(=O)N[C@@H](C2=CC=CC=C2)[C@H](C3=CC=CC=C3)N (S,S)-N-(2-amino-1,2-diphenylethyl)-p-toluenesulfonamide